N-vinyl-N-methyl-2-methylpropionamide C(=C)N(C(C(C)C)=O)C